C(C)(=O)C1=NN(C2=CC=C(C=C12)C=1C=NC(=NC1)C)CC(=O)N1[C@@H]2C[C@@]2(C[C@H]1C(=O)NC=1C(=C(C=CC1)C1=C(C=CC=C1)Cl)F)C (1R,3S,5R)-2-(2-(3-acetyl-5-(2-methylpyrimidin-5-yl)-1H-indazol-1-yl)acetyl)-N-(2'-chloro-2-fluoro-[1,1'-biphenyl]-3-yl)-5-methyl-2-azabicyclo[3.1.0]hexane-3-carboxamide